(1S,2R,4S,5R)-1-(2-bromo-5-methoxybenzyl)-2-((S)-(1-(2-bromo-5-methoxybenzyl)-6-methoxyquinolin-1-ium-4-yl)(hydroxy)methyl)-5-vinylquinuclidin-1-ium bromide salt [Br-].BrC1=C(C[N@@+]23[C@H](C[C@@H]([C@H](C2)C=C)CC3)[C@@H](O)C3=CC=[N+](C2=CC=C(C=C32)OC)CC3=C(C=CC(=C3)OC)Br)C=C(C=C1)OC.[Br-]